ClC1=C(C=C(C=C1)[C@@H](CO)N1C(N[C@](C1=O)(CC(C)(C)C)C1=CC=C(C=C1)C#CC(C)(S(=O)(=O)C)C)=NC(OCC1=CC=CC=C1)=O)N1N=CN=C1 benzyl ((R)-1-((S)-1-(4-chloro-3-(1H-1,2,4-triazol-1-yl)phenyl)-2-hydroxyethyl)-4-(4-(3-methyl-3-(methylsulfonyl)but-1-yn-1-yl)phenyl)-4-neopentyl-5-oxoimidazolidin-2-ylidene)carbamate